1-Butyl-3-Methylimidazol bis(trifluoromethylsulfonyl)imid [N-](S(=O)(=O)C(F)(F)F)S(=O)(=O)C(F)(F)F.C(CCC)N1CN(C=C1)C